1,3-dichloromethoxypropane ClCOCCCOCCl